(3R,4R)-3-(((S)-1-phenylethyl)amino)tetrahydro-2H-pyran-4-ol C1(=CC=CC=C1)[C@H](C)N[C@@H]1COCC[C@H]1O